N1(CCCCC1)CCCNC(=O)N 1-(3-piperidin-1-ylpropyl)urea